5-(5-(1-((1S,2S,3S,5R)-2-fluoro-8-azabicyclo[3.2.1]octan-3-yl)vinyl)-1,3,4-thiadiazol-2-yl)-2-(1H-imidazol-1-yl)pyridin-4-ol F[C@@H]1[C@@H]2CC[C@H](C[C@H]1C(=C)C1=NN=C(S1)C=1C(=CC(=NC1)N1C=NC=C1)O)N2